Cl.CC(C)NC[C@H](COC1=CC=CC2=CC=CC=C12)O |r| (±)-1-[(1-methylethyl)amino]-3-(1-naphthalenyloxy)-2-propanol hydrochloride